C(C)(C)(C)OC(=O)N1C(OC[C@@H]1C([2H])([2H])F)(C)C.ClC=1C(=C(C(=O)NC2=C(C=CC(=C2)C#N)N2CCC(CC2)OC2=C(C=C(C=C2)F)F)C(=CC1)OC)OC 3-chloro-N-(5-cyano-2-(4-(2,4-difluorophenoxy)piperidin-1-yl)phenyl)-2,6-dimethoxybenzamide tert-butyl-(4R)-4-[fluoro(2H2)methyl]-2,2-dimethyl-1,3-oxazolidine-3-carboxylate